ClC1=C(C(=NN1)C)NC(=O)C1(N=C(N(C1(C)C1=C(C=CC=C1)OC(C(F)(F)F)C)C)F)C(=O)[O-] 4-((5-chloro-3-methyl-1H-pyrazol-4-yl)carbamoyl)-2-fluoro-5-((1,1,1-trifluoropropan-2-yl)oxyphenyl)-1,5-dimethyl-1H-imidazole-4-carboxylate